C(CCC)C1=NC(=NN1C1=CC=C(C=C1)C1=C(C=C(C=C1)OC)OC)C1=CC=C(OCCCN(CC)CC)C=C1 3-(4-(5-butyl-1-(2',4'-dimethoxy-[1,1'-biphenyl]-4-yl)-1H-1,2,4-triazol-3-yl)phenoxy)-N,N-diethylpropane-1-amine